C1(CC1)COC=1C=C(/C=C/C=2C=NC=C(C(=O)O)C2)C=CC1CC(F)F (E)-5-(3-(cyclopropylmethoxy)-4-(2,2-difluoroethyl)styryl)nicotinic acid